3-((3-exo)-3-((7-((5-methyl-1H-pyrazol-3-yl)amino)-2-oxo-1,2-dihydro-1,6-naphthyridin-5-yl)amino)-8-azabicyclo[3.2.1]oct-8-yl)propionitrile CC1=CC(=NN1)NC1=NC(=C2C=CC(NC2=C1)=O)NC1CC2CCC(C1)N2CCC#N